(2S)-1-{2-[(3,5-dimethyl-1,2-oxazol-4-yl)sulfonyl]-2H,4H,5H,6H-pyrrolo[3,4-c]pyrazol-5-yl}-3-hydroxy-2-phenylpropan-1-one CC1=NOC(=C1S(=O)(=O)N1N=C2C(=C1)CN(C2)C([C@H](CO)C2=CC=CC=C2)=O)C